1,3-diamino-4-[4-(trans-4-n-heptyl-cyclohexyl)phenoxy]benzene NC1=CC(=C(C=C1)OC1=CC=C(C=C1)[C@@H]1CC[C@H](CC1)CCCCCCC)N